7-(cis-3-(azetidin-1-ylmethyl)cyclobutyl)-5-(3-((oxetan-3-ylamino)methyl)phenyl)-7H-pyrrolo[2,3-d]pyrimidin-4-amine N1(CCC1)C[C@H]1C[C@H](C1)N1C=C(C2=C1N=CN=C2N)C2=CC(=CC=C2)CNC2COC2